Benzyl (3S)-3-methylpiperazine-1-carboxylate C[C@H]1CN(CCN1)C(=O)OCC1=CC=CC=C1